tert-butyl N-[2-[[5-(N-ethyl-S-methyl-sulfonimidoyl)benzothiophene-2-carbonyl]amino]-4-(4-fluorophenyl)phenyl]carbamate C(C)N=S(=O)(C)C=1C=CC2=C(C=C(S2)C(=O)NC2=C(C=CC(=C2)C2=CC=C(C=C2)F)NC(OC(C)(C)C)=O)C1